bis(4-(trifluoromethyl)phenyl)iodonium trifluoromethanesulfonate FC(S(=O)(=O)[O-])(F)F.FC(C1=CC=C(C=C1)[I+]C1=CC=C(C=C1)C(F)(F)F)(F)F